5-amino-3-(8-fluoro-2-(2-fluorophenyl)quinolin-7-yl)-1-((1s,3s)-3-hydroxy-3-methylcyclobutyl)-1H-pyrazole-4-carboxamide NC1=C(C(=NN1C1CC(C1)(C)O)C1=CC=C2C=CC(=NC2=C1F)C1=C(C=CC=C1)F)C(=O)N